NC=1C(=CC2=C(OCO2)C1)CC(C)O 6-aminobenzo[d][1,3]dioxol-5-ylpropan-2-ol